NC1=CC=C(C=C1)C=1C2=CC=C(N2)C(=C2C=CC(C(=C3C=CC(=C(C=4C=CC1N4)C4=CC=C(C=C4)N)N3)C3=CC=C(C=C3)N)=N2)C2=CC=C(C=C2)N 5,10,15,20-tetra(4-aminophenyl)-porphyrin